C(C)OC(C(C(=O)OCC)CC1(OC(C(=N1)C)=O)C(F)F)=O 2-((2-(difluoromethyl)-4-methyl-5-oxo-2,5-dihydrooxazol-2-yl)methyl)malonic acid diethyl ester